O1C(=NN=C1)CCNCC(=O)O (2-(1,3,4-Oxadiazol-2-yl)ethyl)glycine